N-(2-hydroxyethyl)adipamide OCCNC(CCCCC(=O)N)=O